O=S1(CCN(CC1)C1=CC=C(C=N1)C1=NNC=2C1=NN(C(C2)=O)C2=C(C=CC=C2C)F)=O 3-(6-(1,1-dioxidothiomorpholino)pyrid-3-yl)-5-(2-fluoro-6-methylphenyl)-1H-pyrazolo[4,3-c]pyridazin-6(5H)-one